4,4'-bis(3-hydroxy-4-formylphenyl)benzil OC=1C=C(C=CC1C=O)C1=CC=C(C=C1)C(=O)C(=O)C1=CC=C(C=C1)C1=CC(=C(C=C1)C=O)O